4-(cyclohexylmethyl)-3-oxopiperazin C1(CCCCC1)CN1C(CNCC1)=O